4-((1-(4-(2-(2-aminopyridin-3-yl)-5-(3-methoxypyridin-4-yl)-3H-imidazo[4,5-b]pyridin-3-yl)benzyl)piperidin-4-yl)amino)pyrimidine-2-carbonitrile NC1=NC=CC=C1C1=NC=2C(=NC(=CC2)C2=C(C=NC=C2)OC)N1C1=CC=C(CN2CCC(CC2)NC2=NC(=NC=C2)C#N)C=C1